C(C)(C)(C)[SiH](N)C(C)(C)C bistertiary butyl-aminosilane